OCCCCCCOC1=CC=C(C(=O)C2=CC=C(C=CC(=O)O)C=C2)C=C1 4-[4-(6-hydroxyhexyloxy)benzoyl]cinnamic acid